C(C)(C)(C)N(C(O)=O)CC1=CC(=C(C=C1)Br)C1CC1.C(C=C)N(C1=CC=C(C=C1)C(C)=O)CC=C 1-(4-(diallylamino)phenyl)ethan-1-one tert-butyl-(4-bromo-3-cyclopropylbenzyl)carbamate